C(C)(=O)OCCCC\C=C/C\C=C/CCCCC (Z,Z)-5,8-Tetradecadienyl acetate